(3H)-pyrrole N1=CCC=C1